11-(dimethylamino)-2-ethoxy-3-hydroxypregnan-20-one CN(C1[C@@H]2[C@]3(CC(C(CC3CC[C@H]2[C@@H]2CC[C@H](C(C)=O)[C@]2(C1)C)O)OCC)C)C